(((1R,3S)-3-(cyanomethyl)-1-(5-((4S,5R)-5-methyl-2-oxooxazolidin-4-yl)-1,3,4-oxadiazol-2-yl)cyclobutyl)carbamoyl)-L-serine methyl ester COC([C@@H](NC(NC1(CC(C1)CC#N)C=1OC(=NN1)[C@H]1NC(O[C@@H]1C)=O)=O)CO)=O